OC1=C(C=CC(=C1)C)C1=CC=CC(=C1)C hydroxy-4,5'-dimethyl-biphenyl